CC=1NC2=CC=CC=C2C1\C=C/1\C=NC(S1)NC1=CC=C(C=C1)C (5Z)-5-[(2-methyl-1H-indol-3-yl)methylene]-2-[(4-methylphenyl)amino]-1,3-thiazol